NC(C[C@H](C(=O)C=1NC=CN1)NC(OCCCCCC)=O)=O hexyl (R)-(4-amino-1-(1H-imidazol-2-yl)-1,4-dioxobutan-2-yl)carbamate